BrC1=CC(=CC=2N1C(=CN2)C#N)C=2C=NN(C2)C 5-Bromo-7-(1-methyl-1H-pyrazol-4-yl)imidazo[1,2-a]pyridine-3-carbonitrile